Thiophen-2-yl-pyridine S1C(=CC=C1)C1=NC=CC=C1